C12(CCCC1)CC(=O)OC(C2)=O 1,1-cyclopentanediacetic anhydride